C1=CC=CC=2C3=CC=CC=C3C(C12)COC(=O)N[C@H](C(=O)O)CC1=CC2=C(NC(=N2)NC(=O)OC(C)(C)C)C=C1 (S)-2-((((9H-fluoren-9-yl)methoxy)carbonyl)amino)-3-(2-((tert-butoxycarbonyl)amino)-1H-benzo[d]imidazol-5-yl)propanoic acid